FC1=C(OC2=C(C=C(C=C2)NS(=O)(=O)CC)C=2C3=C(C(N(N2)C)=O)NC=C3)C=CC(=C1)F N-[4-(2,4-difluorophenoxy)-3-(6-methyl-7-oxo-6,7-dihydro-1H-pyrrolo[2,3-d]pyridazin-4-yl)phenyl]ethanesulfonamide